(S)-6-((3-methylpiperidin-1-yl)methyl)benzo[d]thiazole C[C@@H]1CN(CCC1)CC1=CC2=C(N=CS2)C=C1